Cl.CNC1(CC2=C(SC=C2)C1)C N,5-dimethyl-4,6-dihydrocyclopenta[b]thiophen-5-amine hydrochloride